(-)-4-methylbenzenesulfinamide CC1=CC=C(C=C1)S(=O)N